C(C)(C)(C)OC(=O)C1=CC=NC2=CC=C(C=C12)N1C[C@@H]([C@H](C1)F)F.F[C@H]1CN(C[C@@H]1F)C=1C=C2C(=CC=NC2=CC1)C(=O)O 6-((3S,4S)-3,4-Difluoropyrrolidin-1-yl)quinoline-4-carboxylic acid tert-Butyl-6-((3S,4S)-3,4-Difluoropyrrolidin-1-yl)quinoline-4-carboxylate